CN1N=C2[C@@H](N(CCC2=C1C1=NN(C(=C1)C(F)(F)F)C)C(=O)C1=C(C=C(C=C1)C)F)C (S)-(2,7-dimethyl-3-(1-methyl-5-(trifluoromethyl)-1H-pyrazol-3-yl)-2,4,5,7-tetrahydro-6H-pyrazolo[3,4-c]pyridin-6-yl)(2-fluoro-4-methylphenyl)methanone